Dihydroxyethene OC=CO